ClC=1C=C(C=CC1F)N1C(=NNC1=S)C1=CC=NC=C1 4-(3-chloro-4-fluorophenyl)-3-pyridin-4-yl-1H-1,2,4-triazole-5-thione